C12CCC(CC1)N2C2=CC=C(C=C2)NC(C2=CC(=C(C(=C2)C=O)O)F)=O N-(4-((1s,4s)-7-azabicyclo[2.2.1]heptan-7-yl)phenyl)-3-fluoro-5-formyl-4-hydroxybenzamide